C(C=C)(=O)N1CCN(CC1)C1=NC=NC2=CC(=C(C=C12)Cl)C=1C=C(C(=O)N)C=CC1F 3-(4-(4-acryloylpiperazin-1-yl)-6-chloroquinazolin-7-yl)-4-fluorobenzamide